water silver chloride [Ag]Cl.O